ClC1=C(C=C(C=C1)C#N)C(N1[C@@H](CN(CC1)C(=O)OC(C)(C)C)CO)C1=CC=CC=C1 Tert-butyl (3S)-4-[(2-chloro-5-cyanophenyl)(phenyl)methyl]-3-(hydroxymethyl)piperazine-1-carboxylate